NC1=C(C=2C(=NC=C(C2S1)F)C=1C2=C(C=3C=NC(=NC3C1F)OC[C@H]1N(C[C@@H](C1)OC(F)F)C)COC2)C#N 2-Amino-4-[3-[[(2S,4R)-4-(difluoromethoxy)-1-methyl-pyrrolidin-2-yl]methoxy]-5-fluoro-7,9-dihydrofuro[3,4-f]quinazolin-6-yl]-7-fluoro-thieno[3,2-c]pyridine-3-carbonitrile